N,N-dimethyl-3-(5H-pyrido[3'',4'':4',5']pyrrolo[3',2':4,5]imidazo[1,2-a]pyrazin-5-yl)benzenesulfonamide CN(S(=O)(=O)C1=CC(=CC=C1)N1C2=C(C=3N=C4N(C=CN=C4)C31)C=NC=C2)C